(4-chloro-2-(pyrrolidin-2-yl)phenyl)methanol ClC1=CC(=C(C=C1)CO)C1NCCC1